BrC1=CC=2N=C(NC(C2S1)=O)[C@H]1N([C@H]2C[C@@H]([C@@H]1C2)F)C(=O)OC(C)(C)C |o1:13,16| tert-butyl (1R*,3S,4R*,5S)-3-(6-bromo-4-oxo-3,4-dihydrothieno[3,2-d]pyrimidin-2-yl)-5-fluoro-2-azabicyclo[2.2.1]heptane-2-carboxylate